copper-zinc-aluminum-copper [Cu].[Al].[Zn].[Cu]